ClC1=C(CN=[N+]=[N-])C=C(C=C1)F 2-chloro-5-fluorobenzyl azide